manganese sulfate fluoride [F-].S(=O)(=O)([O-])[O-].[Mn+3]